C1(NC(C2C3C4C(C(C12)C=C3)C4)=O)=O 4,4a,5,5a,6,6a-hexahydro-4,6-ethenocyclopropa[f]isoindole-1,3(2H,3aH)-dione